1-(3-methylpyrazin-2-yl)but-3-en-1-amine CC=1C(=NC=CN1)C(CC=C)N